4-(7-Bromo-1H-indol-3-yl)-2-chloropyrimidine-5-carbonitrile BrC=1C=CC=C2C(=CNC12)C1=NC(=NC=C1C#N)Cl